C(CC)OS(=O)(=O)C(C(=O)OCCC)C propyl 2-(propoxysulfonyl)-propionate